(S)-4-chloro-3-(4-(2-cyclohexyl-2-(1-methyl-1H-pyrazole-5-carboxamido)acetamido)-3-fluorophenyl)-2-methylpyridine 1-oxide ClC1=C(C(=[N+](C=C1)[O-])C)C1=CC(=C(C=C1)NC([C@@H](NC(=O)C1=CC=NN1C)C1CCCCC1)=O)F